C(C)C1C(C1)C(=O)O 2-ethylcyclopropanecarboxylic acid